C(CC=C)OC=1C=2N(C=C(N1)C1=CC(=NC=C1Cl)C(C)NCC)N=CN2 1-(4-(8-(but-3-en-1-yloxy)-[1,2,4]triazolo[1,5-a]pyrazin-6-yl)-5-chloropyridin-2-yl)-N-ethylethan-1-amine